(S)-N-(1-cyclobutyl-6-isopropyl-1H-benzo[d]imidazol-2-yl)-2,3-dimethylbutanamide C1(CCC1)N1C(=NC2=C1C=C(C=C2)C(C)C)NC([C@H](C(C)C)C)=O